9-(4-acetoxy-3-acetoxymethylbutyl)-2-amino-6-chloropurine C(C)(=O)OCC(CCN1C2=NC(=NC(=C2N=C1)Cl)N)COC(C)=O